N1([C@H]2[C@@H](CC1)COC2)C2=NC=CC(=N2)N ((3aR,6aS)-hexahydro-1H-furo[3,4-b]pyrrol-1-yl)pyrimidin-4-amine